Cl.OC(CO[C@@H]1CN2CCC1CC2)(C2=CC=CC=C2)C2CCCC2 (3s,2'r)-3-(2'-hydroxy-2'-cyclopentyl-2'-phenylethoxy)quinuclidine hydrochloride